methyl (2S)-2-[(tert-butoxycarbonyl)amino]-4-hydroxybutanoate C(C)(C)(C)OC(=O)N[C@H](C(=O)OC)CCO